C(\C=C\C)C=1C=2CC[C@H]3N(C2N=CC1)CCNC3 (R,E)-4-(but-2-en-1-yl)-6,6a,7,8,9,10-hexahydro-5H-pyrazino[1,2-a][1,8]naphthyridine